6-(nitroxy)hexanoate O([N+](=O)[O-])CCCCCC(=O)[O-]